1-propyl-3-methylimidazolium iodid [I-].C(CC)N1C=[N+](C=C1)C